COC1=C(C(=CC=C1)OC)P(NC(C1=CC=CC=C1)=O)C1=C(C=CC=C1OC)OC (Z)-N-(bis(2,6-dimethoxyphenyl)phosphino)benzamide